N-[2,6-difluoro-4-(2-phenylethynyl)phenyl]-2-(trifluoromethyl)benzenesulfonamide FC1=C(C(=CC(=C1)C#CC1=CC=CC=C1)F)NS(=O)(=O)C1=C(C=CC=C1)C(F)(F)F